1-(2,8-dimethyl-1,2,3,4,4a,9b-hexahydro-5H-pyrido[4,3-b]indol-5-yl)-3-(thiophen-2-yl)propan-1-one CN1CC2C(N(C=3C=CC(=CC23)C)C(CCC=2SC=CC2)=O)CC1